FC1=C(CN(C(=O)NCC2=CC(=C(C=C2)OCC(F)(F)F)F)C[C@@H]2CN(CC2)C)C=CC(=C1)F (S)-1-(2,4-difluorobenzyl)-3-(3-fluoro-4-(2,2,2-trifluoroethoxy)benzyl)-1-((1-methylpyrrolidin-3-yl)methyl)urea